2-[4-(Difluoromethyl)-6-[4-[(3S,4S)-1-ethyl-3-fluoro-4-piperidyl]phenyl]-7-methyl-indazol-2-yl]-2-[(6R)-6-fluoro-6,7-dihydro-5H-pyrrolo[1,2-c]imidazol-1-yl]-N-thiazol-2-yl-acetamide FC(C=1C2=CN(N=C2C(=C(C1)C1=CC=C(C=C1)[C@H]1[C@@H](CN(CC1)CC)F)C)C(C(=O)NC=1SC=CN1)C1=C2N(C=N1)C[C@@H](C2)F)F